(S)-N-(3-(1-((3-methyl-1H-pyrazolo[3,4-b]pyrazin-5-yl)amino)ethyl)phenyl)-6-(trifluoromethyl)nicotinamide CC1=NNC2=NC=C(N=C21)N[C@@H](C)C=2C=C(C=CC2)NC(C2=CN=C(C=C2)C(F)(F)F)=O